chloro-4-methyl-1,3-dioxolane ClC1OCC(O1)C